Cl.C12CN(CC(CC1)N2)C2=C1C(=NC=C2)NC(=C1)C1=C(C(=NC=C1)OC)F 4-(3,8-diazabicyclo[3.2.1]octan-3-yl)-2-(3-fluoro-2-methoxypyridin-4-yl)-1H-pyrrolo[2,3-b]pyridine hydrochloride